4-(3-amino-4-methyl-1H-indazol-5-yl)-N-((1R,2S)-2-hydroxycyclopentyl)-3-methylbenzenesulfonamide NC1=NNC2=CC=C(C(=C12)C)C1=C(C=C(C=C1)S(=O)(=O)N[C@H]1[C@H](CCC1)O)C